C(C)N(CCCCCN(CC)CC)CC tetraethyl-pentamethylenediamine